ON=C(C(=O)OCC)C(C)=O ethyl 2-(hydroxyimino)-3-oxobutanoate